C1(CCC1)C1=NNC(=C1)C=1C(=C(C(=CC1)O)N1CC(NS1(=O)=O)=O)F 5-(3-(3-cyclobutyl-1H-pyrazol-5-yl)-2-fluoro-6-hydroxyphenyl)-1,2,5-thiadiazolidin-3-one 1,1-dioxide